ClC=1C(=C(C=2C(=C(SN2)N2[C@H]3CCN([C@H]3C2)C(C=C)=O)C1)F)C1=CC(=CC2=CC=CC=C12)O 1-((1S,5S)-6-(5-chloro-7-fluoro-6-(3-hydroxy-1-naphthalenyl)-2,1-benzo-thiazol-3-yl)-2,6-diaza-bicyclo[3.2.0]heptan-2-yl)-2-propen-1-one